C12CN(CC(N1)C2)C2(COC2)C#N 3-(3,6-diazabicyclo[3.1.1]heptan-3-yl)oxetane-3-carbonitrile